2-(benzyloxy)-5-chloro-4-methoxybenzoic acid methyl ester COC(C1=C(C=C(C(=C1)Cl)OC)OCC1=CC=CC=C1)=O